Cl.C(C)OCC1(CCCC1)CNC 1-[1-(ethoxymethyl)cyclopentyl]-N-methylmethylamine hydrochloride